2,4-difluoro-3-[1-(4-[[2-(trimethylsilyl)ethoxy]methyl]-1,2,4-triazol-3-yl)imidazo[1,5-a]pyridin-6-yl]aniline tert-butyl-(2R,6R)-2-acetyl-6-methylmorpholine-4-carboxylate C(C)(C)(C)OC(=O)N1C[C@@H](O[C@@H](C1)C)C(C)=O.FC1=C(N)C=CC(=C1C=1C=CC=2N(C1)C=NC2C2=NN=CN2COCC[Si](C)(C)C)F